O1[C@@H](COCC1)COC=1C(=C2N(CCC3=CC(=CC=C23)OS(=O)(=O)C(F)(F)F)C(C1)=O)C trifluoro-methanesulfonic acid 2-((S)-1-[1,4]dioxan-2-ylmethoxy)-1-methyl-4-oxo-6,7-dihydro-4H-pyrido[2,1-a]isoquinolin-9-yl ester